CN1C(C(=CC=C1)S(=O)(=O)NC(=O)C1=CC2=CC=CC(=C2C=C1)N1N=CC=C1)=O N-((1-methyl-2-oxo-1,2-dihydropyridin-3-yl)sulfonyl)-5-(1H-pyrazol-1-yl)-2-naphth-amide